F[C@H]1[C@@H]2CCCCN[C@H]12 (1S,7R,8S)-8-fluoro-2-azabicyclo[5.1.0]octan